3-(((4-bromobenzyl)oxy)methyl)pyridine Methyl-1-(6-bromo-3-nitroquinolin-4-yl)-3,3-difluorocyclobutane-1-carboxylate COC(=O)C1(CC(C1)(F)F)C1=C(C=NC2=CC=C(C=C12)Br)[N+](=O)[O-].BrC1=CC=C(COCC=2C=NC=CC2)C=C1